COC=1C(=CC(=NC1)NC1=NC(=CC(=C1)NC)C)C=1CCCNCC1 N2-[5-methoxy-4-(2,3,4,7-tetrahydro-1H-azepin-5-yl)-2-pyridyl]-N4,6-dimethyl-pyridine-2,4-diamine